(S)-3-((S)-sec-butyl)-4-(3-hydroxyazetidine-1-carbonyl)-1,3,4,5-tetrahydro-2H-pyrido[3,4-e][1,4]diazepin-2-one [C@H](C)(CC)[C@@H]1N(CC2=C(NC1=O)C=NC=C2)C(=O)N2CC(C2)O